1-tert-butyl-9,10-bis(benzoyloxy)anthracene C(C)(C)(C)C1=CC=CC2=C(C3=CC=CC=C3C(=C12)OC(C1=CC=CC=C1)=O)OC(C1=CC=CC=C1)=O